2-ethoxyethyl p-methoxycinnamate CCOCCOC(=O)/C=C/C1=CC=C(C=C1)OC